COC=1C=C2C(=CN=NC2=CC1OC)N1CCC2(CCN(C2)[SH2](=O)C=N)CC1 (R)-[8-(6,7-dimethoxycinnolin-4-yl)-2,8-diazaspiro[4.5]decan-2-yl](imino)methyl-λ6-sulfanone